5-N-acetyl-7,9-di-O-acetylneuraminic acid C(C)(=O)N[C@@H]1[C@H](CC(C(O)=O)(O)O[C@H]1[C@H](OC(C)=O)[C@H](O)COC(C)=O)O